2,2-dimethyl-1,4-dioxaspiro[4.5]decane CC1(OC2(OC1)CCCCC2)C